C(CC)C(CC(C(=O)O)CCC(C)CC)CCCCC 2-propylheptyl-5-ethylhexanoic acid